NC1=C2C=NN(C2=CC=C1)CC1=CC(=CC=C1)OC 4-Amino-1-[(3-methoxyphenyl)methyl]-1H-indazole